benzyl 4-[8-(3-chlorophenyl)-2-methylsulfanyl-7-oxo-pyrido[2,3-d]pyrimidin-6-yl]-8-methyl-2,3-dihydroquinoxaline-1-carboxylate ClC=1C=C(C=CC1)N1C(C(=CC2=C1N=C(N=C2)SC)N2CCN(C1=C(C=CC=C21)C)C(=O)OCC2=CC=CC=C2)=O